C1=CC=C(C=C1)CCN The molecule is a phenylethylamine having the phenyl substituent at the 2-position. It has a role as a human metabolite, an Escherichia coli metabolite and a mouse metabolite. It is a phenylethylamine, an aralkylamine and an alkaloid. It is a conjugate base of a 2-phenylethanaminium.